FC=1C(=NC=CC1)CN1C(OC2=C1C=NC=C2)CCI N-((3-fluoropyridin-2-yl)methyl)-2-(2-iodoethyl)oxazolo[4,5-c]pyridin